BrC=1C=C(C(N(C1)C)=O)NC1=CC=C(C=N1)N1[C@H](CN(CC1)C(=O)OC(C)(C)C)C tert-butyl (3S)-4-{6-[(5-bromo-1-methyl-2-oxopyridin-3-yl)amino] pyridin-3-yl}-3-methylpiperazine-1-carboxylate